methyl 4-[4-(tert-butoxycarbonylamino)-1-methyl-pyrazol-3-yl]but-3-enoate C(C)(C)(C)OC(=O)NC=1C(=NN(C1)C)C=CCC(=O)OC